ClC1N(CCN(C1)C1N(CC1OC)C=O)N1N=CCC1C=1C=NC=C(C1)F 5-chloro-2-(4-(5-(5-fluoropyridin-3-yl)-4,5-dihydro-1H-pyrazol-1-yl)piperazin-1-yl)(3-methoxyazetidin-1-yl)methanone